ClC1=CC=C(C=C1)C1=C(C(=NN1C1=C(C=C(C=C1)Cl)Cl)C(C(=O)NCC1CCCCC1)=O)C 2-(5-(4-chlorophenyl)-1-(2,4-dichlorophenyl)-4-methyl-1H-pyrazol-3-yl)-N-(cyclohexylmethyl)-2-oxoacetamide